O[C@]1(C(C(O)(O)O)=O)CC[C@H]2[C@@H]3CC(=C4C=CCC[C@]4(C)[C@H]3CC[C@]12C)C=O tetrahydroxy-20-oxopregna-3,5-diene-6-carbaldehyde